C1(CCCC1)N1C(=CC2=C1N=C(N=C2)NC2=NC=C(C=C2)N2CCC(CC2)C2CCC(CC2)=O)C(=O)N(C)C 7-cyclopentyl-N,N-dimethyl-2-[[5-[4-(4-oxocyclohexyl)-1-piperidinyl]-2-pyridinyl]amino]pyrrolo[2,3-d]pyrimidine-6-carboxamide